FC(CN1N=NC(=C1)C(=O)NCC1=NC=C(C=C1)C(F)(F)F)CCC=1SC(=NN1)NC(CC1=C(C=CC(=C1)OC(F)(F)F)F)=O 1-[2-fluoro-4-(5-{2-[2-fluoro-5-(trifluoromethoxy)phenyl]acetamido}-1,3,4-thiadiazol-2-yl)butyl]-N-{[5-(trifluoromethyl)pyridin-2-yl]methyl}-1H-1,2,3-triazole-4-carboxamide